NC1=CC(=NC(=N1)NC1=C(C=CC=C1)O)C(=O)N1CC2=CC=CC=C2C1 (6-amino-2-((2-hydroxyphenyl)amino)pyrimidin-4-yl)(isoindolin-2-yl)methanone